C(C)(C)(C)OC(N[C@@H]1C2=CC=CC=C2CC12CCN(CC2)C2=NN1C(S2)=NC(=C1C)I)=O (S)-(1'-(6-iodo-5-methylimidazo[2,1-b][1,3,4]thiadiazol-2-yl)-1,3-dihydrospiro[inden-2,4'-piperidin]-1-yl)carbamic acid tert-butyl ester